FC1(C(NC2=CC=CC(=C12)OC)=O)F 3,3-difluoro-4-methoxyindolin-2-one